1-ethoxy-3-methyl-1-oxobutan-3-en-2-yl-5-[2-chloro-4-(trifluoromethyl) phenoxy]-2-nitrobenzoate C(C)OC(C(C(=C)C)OC(C1=C(C=CC(=C1)OC1=C(C=C(C=C1)C(F)(F)F)Cl)[N+](=O)[O-])=O)=O